CC1(C(N(C2=NC=CC(=C21)C2=NC(=NC(=C2)C(F)(F)F)N2CCN(CC2)C(=O)OC(C)(C)C)C2OCCCC2)=O)C tert-butyl 4-[4-(3,3-dimethyl-2-oxo-1-tetrahydropyran-2-yl-pyrrolo[2,3-b]pyridin-4-yl)-6-(trifluoromethyl)pyrimidin-2-yl]piperazine-1-carboxylate